6-(5-(4-(azetidin-1-yl)piperidin-1-yl)-4-fluoro-3-isopropyl-1H-pyrrolo[2,3-c]pyridin-2-yl)-8-methoxy-[1,2,4]triazolo[1,5-a]pyridine N1(CCC1)C1CCN(CC1)C=1C(=C2C(=CN1)NC(=C2C(C)C)C=2C=C(C=1N(C2)N=CN1)OC)F